6-amino-2-[3,5-dichloro-4-[(6-chloro-5-phenylpyridazin-3-yl)oxy]phenyl]-4H-1,2,4-triazine-3,5-dione NC=1C(NC(N(N1)C1=CC(=C(C(=C1)Cl)OC=1N=NC(=C(C1)C1=CC=CC=C1)Cl)Cl)=O)=O